2-Heptyldecanoic acid-6-bromohexyl ester BrCCCCCCOC(C(CCCCCCCC)CCCCCCC)=O